OP(O)OP(O)O.C(C)(C)(C)C1=C(C=CC(=C1)C(C)(C)C)C1=CC=C(C=C1)C=1C=CC=CC1 (2,4-di-tert-butylphenyl)-4,3'-biphenyl diphosphite